(1R,2R)-2-aminocyclopentanol N[C@H]1[C@@H](CCC1)O